CN1C(=NN=C1C1=NC=NC=C1)CNC=1C=C(C(=O)N[C@H](C)C2=CC=C(OCCCCCCOCCOCCOCCCC(=O)O)C=C2)C=CC1 (R)-4-(2-(2-(6-(4-(1-(3-((4-methyl-5-(pyrimidin-4-yl)-4H-1,2,4-triazol-3-yl)methylamino)benzamido)ethyl)phenoxy)hexyloxy)ethoxy)ethoxy)butanoic acid